CN(C(C)=O)C1CNCC1 3-(N-methylacetamido)pyrrolidin